F[P-](F)(F)(F)(F)F.[Cu+].C(C)#N.C(C)#N.C(C)#N.C(C)#N tetrakis(acetonitrile) copper (I) hexafluorophosphate